(3-cyano-2-methylpyridin-4-yl)boronic acid C(#N)C=1C(=NC=CC1B(O)O)C